N12C[C@H](C(CC1)CC2)OC(N[C@@H]2C(CC1=CC(=C(C=C21)F)C2=CC(=CC(=C2)OC(C)C)F)(C)C)=O (S)-quinuclidin-3-yl((R)-6-fluoro-5-(3-fluoro-5-isopropoxyphenyl)-2,2-dimethyl-2,3-dihydro-1H-inden-1-yl)carbamate